NCCNCCC[Si](OC)(OC)OC 3-(2-aminoethyl-amino)propyltrimethoxysilane